C(C)N(C(C1=C(C=CC(=C1)F)OC1=C(N=CN=N1)N1CC2(CN(C2)C(CCNCCCO)C(C)C)CC1)=O)C(C)C (-)-N-ethyl-5-fluoro-2-((5-(2-(1-((3-hydroxypropyl)amino)-4-methylpent-3-yl)-2,6-diazaspiro[3.4]oct-6-yl)-1,2,4-triazin-6-yl)oxy)-N-isopropylbenzamide